CC1C2NC(CC1)C2 2-Methyl-6-azabicyclo[3.1.1]heptane